FC(C1=NN=C(O1)C1=CC(=C(C=C1)CN(C(=O)N1CCC(CC1)SC)C1=CC=CC=C1)F)F N-[[4-[5-(difluoromethyl)-1,3,4-oxadiazol-2-yl]-2-fluoro-phenyl]methyl]-4-methylsulfanyl-N-phenyl-piperidine-1-carboxamide